N1=C(C=C(C=C1)C(=O)N)C(=O)N pyridine-2,4-dicarboxamide